ethyl 2-(((S)-3-(3-chloro-5-methylphenyl)-3-(4-methylpiperazin-1-yl)propyl)(methyl)amino)-2-(4-fluoro-3-methyl-2-(1-(2,2,2-trifluoroethyl)piperidin-4-yl)phenyl)acetate ClC=1C=C(C=C(C1)C)[C@H](CCN(C(C(=O)OCC)C1=C(C(=C(C=C1)F)C)C1CCN(CC1)CC(F)(F)F)C)N1CCN(CC1)C